5-(2,3-dichloro-8-((1S,2S)-2-(difluoromethyl)cyclopropyl)imidazo[1,2-b]pyridazin-6-yl)pyrimidine-2,4(1H,3H)-dione ClC=1N=C2N(N=C(C=C2[C@@H]2[C@H](C2)C(F)F)C=2C(NC(NC2)=O)=O)C1Cl